5-methyl-N-phenyl-1H-benzo[d]imidazole-2-carboxamide CC1=CC2=C(NC(=N2)C(=O)NC2=CC=CC=C2)C=C1